BrC1=CC=CC=2C=3N(C(=NC12)N[C@H]1C(NCCNC1)=O)N=C(N3)C3=CC=C(C=C3)S(=O)(=O)C (6R)-6-({7-bromo-2-[4-(methylsulfonyl)phenyl][1,2,4]triazolo[1,5-c]quinazolin-5-yl}amino)-1,4-diazacycloheptan-5-one